9,9'-(5-((6-bromohexyl)oxy)-1,3-phenylene)bis(9H-carbazole) BrCCCCCCOC=1C=C(C=C(C1)N1C2=CC=CC=C2C=2C=CC=CC12)N1C2=CC=CC=C2C=2C=CC=CC12